N-((6-(aminomethyl)-5-chloro-1-tosyl-1H-indol-2-yl)methyl)-1-methylcyclopropane-1-carboxamide NCC1=C(C=C2C=C(N(C2=C1)S(=O)(=O)C1=CC=C(C)C=C1)CNC(=O)C1(CC1)C)Cl